Ethyl 4-amino-3-methyl-3H-pyrazolo[3,4-c][1,7]naphthyridine-8-carboxylate NC1=NC=2C=NC(=CC2C2=C1N(N=C2)C)C(=O)OCC